CC=1C=C(C=CC1OC1=CC2=C(N(C=N2)C)C=C1)NC1=NC=NC2=C1N=C(N=C2)OC2CC1CCC(C2)N1C(C=C)=O 1-(exo-3-((8-((3-Methyl-4-((1-methyl-1H-benzo[d]imidazol-5-yl)oxy)phenyl)amino)pyrimido[5,4-d]pyrimidin-2-yl)oxy)-8-azabicyclo[3.2.1]octan-8-yl)prop-2-en-1-one